(2-oxo-2-(pyrrolidin-1-yl)ethyl)-1H-indole-3-carbaldehyde O=C(CN1C=C(C2=CC=CC=C12)C=O)N1CCCC1